methyl 2-allyl-4-bromo-3-hydroxybenzoate C(C=C)C1=C(C(=O)OC)C=CC(=C1O)Br